BrC=1C(=CC(=NC1)/N=C/N(C)C)F (E)-N'-(5-bromo-4-fluoropyridin-2-yl)dimethylmethanimidamide